1-(2-hydroxyethyl)indazole-4-carboxylic acid OCCN1N=CC=2C(=CC=CC12)C(=O)O